hydrochloric acid, tetrahydrate O.O.O.O.Cl